(4-(2-(dimethylamino)ethyl)piperazin-1-yl)-6-(3,5-dimethylisoxazol-4-Yl)-N-(thien-2-ylmethyl)quinazolin-4-amine CN(CCN1CCN(CC1)C1=NC2=CC=C(C=C2C(=N1)NCC=1SC=CC1)C=1C(=NOC1C)C)C